1-Vinylnaphthalene C(=C)C1=CC=CC2=CC=CC=C12